methyl 2-bromo-5-[[5-chloro-4-(cyclopentylamino)pyrimidin-2-yl]amino]-3-(trifluoromethyl)benzoate BrC1=C(C(=O)OC)C=C(C=C1C(F)(F)F)NC1=NC=C(C(=N1)NC1CCCC1)Cl